2-(4-(3-((4-cyano-2-fluorophenoxy)methyl)phenoxy)piperidin-1-yl)acetamide C(#N)C1=CC(=C(OCC=2C=C(OC3CCN(CC3)CC(=O)N)C=CC2)C=C1)F